C(C1=CC=CC=C1)OC1=CC=C(C(=C1CC(C(=O)OC)(C1=CC=CC=C1)O)Br)Cl methyl 3-[6-(benzyloxy)-2-bromo-3-chlorophenyl]-2-hydroxy-2-phenylpropanoate